N1C=CC=2C1=NC=C(C2)NC(=O)C2(COC2)C2=CC=C(C=N2)N2C[C@@H](CCC2)N(C(OC(C)(C)C)=O)CC2CCC2 tert-butyl (R)-(1-(6-(3-((1H-pyrrolo[2,3-b]pyridin-5-yl)carbamoyl)oxetan-3-yl)pyridin-3-yl)piperidin-3-yl)(cyclobutylmethyl)carbamate